C(=O)O[C@]1(CN(CCC1)C1=NC(=NC(=C1)OC[C@]12CCCN2C[C@@H](C1)F)Cl)C (3R)-1-(2-Chloro-6-{[(2R,7aS)-2-fluorotetrahydro-1H-pyrrolizin-7a(5H)-yl]methoxy}pyrimidin-4-yl)-3-methylpiperidin-3-ol formate